C1=C(C=CC2=CC=CC=C12)S(=O)(=O)N1CCC2(CC(CO2)NC(OC(C)(C)C)=O)CC1 tert-Butyl (8-(naphthalen-2-ylsulfonyl)-1-oxa-8-azaspiro[4.5]decan-3-yl)carbamate